NC=1C2=C(N=CN1)N(C=C2CC)[C@H]2[C@@H]([C@@H]([C@H](C2)CNCCCNCCC2=CC(=CC=C2)OC2=CC=CC=C2)O)O (1R,2S,3R,5R)-3-(4-Amino-5-ethyl-7H-pyrrolo[2,3-d]pyrimidin-7-yl)-5-(((3-((3-phenoxyphenethyl)amino)propyl)amino)methyl)cyclopentane-1,2-diol